BrC=1N=C(NC1)C1=CC=CC=C1 4-bromo-2-phenyl-1H-imidazole